C(CCCCCCCCCCCC\C=C/C\C=C/C\C=C/C\C=C/C\C=C/C\C=C/CC)OC1OCCCC1 2-(((14Z,17Z,20Z,23Z,26Z,29Z)-dotriaconta-14,17,20,23,26,29-hexaen-1-yl)oxy)tetrahydro-2H-pyran